O[C@@]1([C@@H](CC[C@H](C1)C)C(C)C)C(=O)N[C@H]([C@H](C1=CC=CC=C1)O)COC (1s,2s,5r)-1-hydroxy-N-[(1s,2s)-2-hydroxy-1-(methoxymethyl)-2-phenyl-ethyl]-2-isopropyl-5-methyl-cyclohexanecarboxamide